(S)-2-(3-methylpiperidin-3-yl)acetonitrile HCl salt Cl.C[C@@]1(CNCCC1)CC#N